NC1=NN2C(N=C(C=C2)C=2C=C3CN(C(C3=C(C2)OC(F)(F)F)=O)[C@@H](C)C2CC2)=C1C(=O)N[C@H]1C[C@H](CCC1)N 2-amino-N-[(1r,3S)-3-aminocyclohexyl]-5-{2-[(1S)-1-cyclopropylethyl]-1-oxo-7-(trifluoromethoxy)-2,3-dihydro-1H-isoindol-5-yl}pyrazolo[1,5-a]pyrimidine-3-carboxamide